CC=1C=C(C=CC1)C1=C(C=CC(=C1C)N)C1=CC(=C(N)C=C1)C (3-methylphenyl)-3,3'-dimethylbenzidine